NC1=C2N=CN(C2=NC(=N1)Cl)[C@@H]1O[C@]([C@H]([C@H]1O)OCC1=CC=CC=C1)(C#C[Si](CC)(CC)CC)COCC1=CC=CC=C1 (2R,3R,4S,5R)-2-(6-amino-2-chloro-purin-9-yl)-4-benzyloxy-5-(benzyloxymethyl)-5-(2-triethylsilyl-ethynyl)tetrahydrofuran-3-ol